(R)-2-amino-3-(benzothien-3-yl)propionic acid N[C@@H](C(=O)O)CC1=CSC2=C1C=CC=C2